5-Oxo-4,5-dihydropyrrolo[2,3,4-de]quinoline-8-carboxylic acid O=C1NC2=CC=NC=3C(=CC=C1C23)C(=O)O